(3R,4R)-1-cyclopropylmethyl-4-{[1-(2,4-difluoro-phenyl)-1H-[1,2,3]triazole-4-carbonyl]-amino}-piperidine-3-carboxylic acid ((R)-1-pyridin-2-yl-ethyl)-amide N1=C(C=CC=C1)[C@@H](C)NC(=O)[C@@H]1CN(CC[C@H]1NC(=O)C=1N=NN(C1)C1=C(C=C(C=C1)F)F)CC1CC1